sodium lysine dilauroylaspartate C(CCCCCCCCCCC)(=O)N([C@@H](CC(=O)[O-])C(=O)[O-])C(CCCCCCCCCCC)=O.N[C@@H](CCCCN)C(=O)O.[Na+].[Na+]